C[C@@H]1N(CC[C@@H](C1)N(CC1=CC(=CC=C1)C(F)(F)F)C)C(=O)Cl (2s,4s)-2-methyl-4-(methyl-(3-(trifluoromethyl)benzyl)amino)piperidine-1-carbonyl chloride